C(C)(C)(C)N1N=CC(=C1F)C(=O)NC1=CC(=C(C(=C1)C=1C=C(C=2N(C1)C=CN2)N2CCOCC2)Cl)F 1-(Tert-butyl)-N-(4-chloro-3-fluoro-5-(8-morpholinoimidazo[1,2-a]pyridin-6-yl)phenyl)-5-fluoro-1H-pyrazole-4-carboxamide